N-(1S,4S)-[4-[[2,6-bis(trifluoromethyl)-4-pyridyl]amino]cyclohexyl]-3-(dimethylamino)benzamide FC(C1=NC(=CC(=C1)NC1CCC(CC1)NC(C1=CC(=CC=C1)N(C)C)=O)C(F)(F)F)(F)F